4-tertiary butyl-aniline chlorine [Cl].C(C)(C)(C)C1=CC=C(N)C=C1